4-((S)-5-methyl-3-((R)-1,1,1-trifluoro-2-hydroxypropan-2-yl)-5,6-dihydroimidazo[1,5-a]pyrazolo[5,1-c]pyrazin-9-yl)bicyclo[2.1.1]hexane-1-carbonitrile C[C@H]1CN2C(C=3N1C(=NC3)[C@@](C(F)(F)F)(C)O)=CC(=N2)C23CCC(C2)(C3)C#N